2,4-heptene-diol dibenzoate C(C1=CC=CC=C1)(=O)OC(=C)CC(CCC)OC(C1=CC=CC=C1)=O